(R)-N-((S)-1-(3-bromo-1-((S)-2-((tert-butyldimethylsilyl)oxy)propyl)-1H-pyrazol-5-yl)ethyl)-2-methylpropane-2-sulfinamide BrC1=NN(C(=C1)[C@H](C)N[S@](=O)C(C)(C)C)C[C@H](C)O[Si](C)(C)C(C)(C)C